1-[4-(cyclopentylamino)-5,6,7,8-tetrahydropyrido[3,2-d]pyrimidin-2-yl]-2,2-dimethyl-propan-1-one C1(CCCC1)NC=1C2=C(N=C(N1)C(C(C)(C)C)=O)CCCN2